[3-bromo-4-(trifluoro-methyl)-phenyl]-methanol BrC=1C=C(C=CC1C(F)(F)F)CO